ClC1=C(C=C(C=C1)Cl)C1CC(=NO1)C=1N=C(SC1)C1CCN(CC1)C(COC1=NC=NC(=C1)OC)=O 1-(4-(4-(5-(2,5-dichlorophenyl)-4,5-dihydroisoxazol-3-yl)thiazol-2-yl)piperidin-1-yl)-2-((6-methoxypyrimidin-4-yl)oxy)ethan-1-one